8-methoxy-3-(3-morpholinopropoxy)-6H-benzo[c]benzopyran-6-one COC=1C=CC2=C(C(OC3=C2C=CC(=C3)OCCCN3CCOCC3)=O)C1